ClC=1C=CC(=C(C=O)C1)B1OC(C(O1)(C)C)(C)C 5-chloro-2-(4,4,5,5-tetramethyl-1,3,2-dioxaborolan-2-yl)benzaldehyde